4,7-Dibromo-1-(tetrahydro-2H-pyran-2-yl)-1H-pyrazolo[4,3-c]pyridine BrC1=NC=C(C2=C1C=NN2C2OCCCC2)Br